ethyl 2-((8-(methylamino)-5-(5-((S)-2-methylmorpholino)benzo[d]oxazol-2-yl)-2,7-naphthyridin-3-yl)carbamoyl)cyclopropane-1-carboxylate CNC=1N=CC(=C2C=C(N=CC12)NC(=O)C1C(C1)C(=O)OCC)C=1OC2=C(N1)C=C(C=C2)N2C[C@@H](OCC2)C